(10-Methylanthracen-9-yl)methyl carbamimidothioate hydrochloride Cl.C(N)(=N)SCC=1C2=CC=CC=C2C(=C2C=CC=CC12)C